CC1=C(C=C(C(=C1)C1(COC1)OCC1=C(C=CC=C1)C(F)(F)F)C)N=CN(C)CC N'-(2,5-dimethyl-4-(3-((2-(trifluoromethyl)benzyl)oxy)oxetan-3-yl)phenyl)-N-ethyl-N-methylformimidamide